(E)-4-bromo-2-{[(1-hydroxy-2-methylpropane-2-yl)imino]methyl}phenol BrC1=CC(=C(C=C1)O)/C=N/C(CO)(C)C